phenylimidazo[1,2-c]pyrimidin-5-amine C1(=CC=CC=C1)C=1N=C2N(C(=NC=C2)N)C1